N1-(5-(7-chloro-2-methyl-1-oxo-isoindol-5-yl)-4-methylthiazol-2-yl)-pyrrolidine-1,2-dicarboxamide ClC=1C=C(C=C2CN(C(C12)=O)C)C1=C(N=C(S1)NC(=O)N1C(CCC1)C(=O)N)C